N-cyclopropylpyridineamide C1(CC1)NC(=O)C1=NC=CC=C1